O=C1NC(CCC1N1CC2=CC=C(C=C2C1=O)SCCCCCCN1CCN(CC1)C1=NC=C(C(=O)N2CCC(CC2)CCCCNC(\C=C\C=2C=NC=CC2)=O)C=C1)=O (E)-N-(4-(1-(6-(4-(6-((2-(2,6-dioxopiperidin-3-yl)-3-oxoisoindoline-5-yl)thio)hexyl)piperazin-1-yl)nicotinoyl)piperidin-4-yl)butyl)-3-(pyridin-3-yl)acrylamide